N-(6-amino-5-methyl-3-pyridyl)-2-[(2S,5R)-5-methyl-2-(1H-pyrazolo[3,4-b]pyridin-5-yl)-1-piperidyl]-2-oxo-acetamide NC1=C(C=C(C=N1)NC(C(=O)N1[C@@H](CC[C@H](C1)C)C=1C=C2C(=NC1)NN=C2)=O)C